Tetrahydroxyporphyrin OC1=C2C=CC(C(=C3C=CC(=C(C=4C=CC(=C(C5=CC=C1N5)O)N4)O)N3)O)=N2